BrC=1C(=C2NC(C=3N(C2=CC1)C=CC3)=O)F 7-bromo-6-fluoro-5H-pyrrolo[1,2-a]quinoxalin-4-one